C[C@@]1([C@H](O)[C@H](O)[C@@H](CO)O1)C1=CNC(=O)NC1=S methyl-4-thio-pseudouridine